C(C1=CC=CC=C1)[C@@H](C(=O)NC1=CC=C(C=C1)C=1N(C=NC1)C)NC(OC(C)(C)C)=O tert-butyl N-[(1S)-1-benzyl-2-[4-(3-methylimidazol-4-yl)anilino]-2-oxo-ethyl]carbamate